benzyl((2-(5-(((benzyloxy)carbonyl)oxy)-6-methylpyridin-2-yl)-5-chlorothiophen-3-yl)methyl)carbamate C(C1=CC=CC=C1)OC(NCC1=C(SC(=C1)Cl)C1=NC(=C(C=C1)OC(=O)OCC1=CC=CC=C1)C)=O